5-bromo-3-chloro-2-(2-hexyldecyl)thiophene BrC1=CC(=C(S1)CC(CCCCCCCC)CCCCCC)Cl